2-(((S)-1-(1H-1,2,4-triazol-1-yl)propan-2-yl)oxy)-4-(2-((1-((1r,4r)-4-((2S,6R)-2,6-di-methylmorpholino)cyclohexyl)-3-(2-methoxyethoxy)-1H-pyrazol-4-yl)amino)pyrimidin-5-yl)benzonitrile N1(N=CN=C1)C[C@H](C)OC1=C(C#N)C=CC(=C1)C=1C=NC(=NC1)NC=1C(=NN(C1)C1CCC(CC1)N1C[C@@H](O[C@@H](C1)C)C)OCCOC